4-fluoro-N-(prop-2-yn-1-yl)benzamide FC1=CC=C(C(=O)NCC#C)C=C1